1,3-dimethyl-1,6-dihydro-7H-pyrazolo[3,4-d]pyridazin-7-one CN1N=C(C2=C1C(NN=C2)=O)C